1-(3-aminophenyl)-3-benzyl-7-((1-methyl-1H-pyrazol-4-yl)amino)-3,4-dihydropyrimido[4,5-d]pyrimidin-2(1H)-one NC=1C=C(C=CC1)N1C(N(CC=2C1=NC(=NC2)NC=2C=NN(C2)C)CC2=CC=CC=C2)=O